propionate HCl salt Cl.C(CC)(=O)O